ClC1=CC2=C(OCC(N2)=O)C=C1C=1C(=NOC1C)C 6-chloro-7-(3,5-dimethylisoxazol-4-yl)-2H-benzo[b][1,4]Oxazin-3(4H)-one